2,4-bis(N-ethylmethylamino)-2,4,6,6,8,8-hexamethylcyclotetrasiloxane C(C)N([Si]1(O[Si](O[Si](O[Si](O1)(C)N(CC)C)(C)C)(C)C)C)C